C1C(CCC2=CC=CC=C12)N 1,2,3,4-tetrahydro-2-naphthylamine